6-(2-amino-6-fluoro-5-(4,4,5,5-tetramethyl-1,3,2-dioxaborolan-2-yl)pyridin-3-yl)-7-fluoro-3,4-dihydroisoquinolin-1(2H)-one NC1=NC(=C(C=C1C=1C=C2CCNC(C2=CC1F)=O)B1OC(C(O1)(C)C)(C)C)F